5-(4-aminopiperidin-1-yl)-3-isopropyl-N-(2-(1-methyl-1H-pyrazol-5-yl)benzyl)-2H-pyrazolo[4,3-d]pyrimidin-7-amine NC1CCN(CC1)C=1N=C(C=2C(N1)=C(NN2)C(C)C)NCC2=C(C=CC=C2)C2=CC=NN2C